FC(COC=1C(=NC=C(C1)F)OC1=C(C=C2C(=N1)N(C(=N2)C(=O)NC2(CCS(CC2)(=O)=O)C)C)C)(C)F 5-[[3-(2,2-difluoropropoxy)-5-fluoro-2-pyridyl]oxy]-3,6-dimethyl-N-(4-methyl-1,1-dioxo-thian-4-yl)imidazo[4,5-b]pyridine-2-carboxamide